tert-butyl (E)-3-((4,4,5,5-tetramethyl-1,3,2-dioxaborolan-2-yl)methylene)pyrrolidine-1-carboxylate CC1(OB(OC1(C)C)\C=C/1\CN(CC1)C(=O)OC(C)(C)C)C